5-(4-fluorophenyl)-2-[(2-fluorophenyl)methoxy]-6,7-dihydro-thiazolo[5,4-c]pyridin-4(5H)-one FC1=CC=C(C=C1)N1C(C2=C(CC1)N=C(S2)OCC2=C(C=CC=C2)F)=O